C(C)OC1=C(C(=CC(=C1)C)OCC)O 2,6-diethoxy-4-methylphenol